(3R)-3-Amino-7-(3-tert-butyl-1,2,4-oxadiazol-5-yl)-5-[(4-chlorophenyl)methyl]-8-fluoro-1,1-dioxo-2,3-dihydro-1λ6,5-benzothiazepin-4-one N[C@H]1CS(C2=C(N(C1=O)CC1=CC=C(C=C1)Cl)C=C(C(=C2)F)C2=NC(=NO2)C(C)(C)C)(=O)=O